C(C)(=O)C1=NN(C2=CC=C(C=C12)C=1C=NC(=NC1)C)CC(=O)N1[C@@H](C[C@H](C1)F)C(=O)OC (2S,4R)-methyl 1-(2-(3-acetyl-5-(2-methylpyrimidin-5-yl)-1H-indazol-1-yl)acetyl)-4-fluoropyrrolidine-2-carboxylate